C1(CC1)C1=NN(C=C1C1=NC=NC=C1)[C@@H]1C[C@H](C1)CNC=1C=C2C(N(C(C2=CC1)=O)C1C(NC(CC1)=O)=O)=O 5-(((trans-3-(3-cyclopropyl-4-(pyrimidin-4-yl)-1H-pyrazol-1-yl)cyclobutyl)methyl)amino)-2-(2,6-dioxopiperidin-3-yl)isoindoline-1,3-dione